4-((2S,5R)-5-Ethyl-2-methyl-4-(1-(4-(trifluoromethyl)phenyl)ethyl)piperazin-1-yl)-2-oxo-1,2-dihydropyrido[3,2-d]pyrimidine-6-carbonitrile C(C)[C@H]1N(C[C@@H](N(C1)C=1C2=C(NC(N1)=O)C=CC(=N2)C#N)C)C(C)C2=CC=C(C=C2)C(F)(F)F